4-[5-(aminomethyl)-2-(1-ethyl-4-fluoro-3-methyl-1H-pyrazol-5-yl)-1,3-thiazol-4-yl]-1-methyl-1H-pyrazolo[4,3-c]pyridine-6-carboxamide NCC1=C(N=C(S1)C1=C(C(=NN1CC)C)F)C1=NC(=CC2=C1C=NN2C)C(=O)N